2,4-dinitrobenzyl-sulfonate [N+](=O)([O-])C1=C(CS(=O)(=O)[O-])C=CC(=C1)[N+](=O)[O-]